C(#N)C1=NC=CC(=N1)C1(CCCCC1)NC(=O)NCC1=CC=C(C=C1)C1=CC=C(C=C1)N1CCN(CC1)C(C)C 1-(1-(2-cyanopyrimidin-4-yl)cyclohexyl)-3-((4'-(4-isopropylpiperazin-1-yl)-[1,1'-biphenyl]-4-yl)methyl)urea